bromopropyl-methyl-dimethoxysilane benzyl-carbamate (p-(dihydroxyboryl)benzyl-carbamate) OB(C1=CC=C(CNC(O)=O)C=C1)O.C(C1=CC=CC=C1)NC(O)=O.BrCCC[Si](OC)(OC)C